1-chloro-2,3-bis(bromomethyl)-4-methylsulfonyloxybenzene ClC1=C(C(=C(C=C1)OS(=O)(=O)C)CBr)CBr